AMINOACETONITRILE NCC#N